NC1=NC=C(C2=C1C(=NN2[C@@H]2CN(CC2)C(=O)OC(C)(C)C)C#CC=2C=CC1=CN(N=C1C2)CC)C(=C)OCCCC (S)-tert-butyl 3-(4-amino-7-(1-butoxyvinyl)-3-((2-ethyl-2H-indazol-6-yl)ethynyl)-1H-pyrazolo[4,3-c]pyridin-1-yl)pyrrolidine-1-carboxylate